FC1=CC=C(C=C1)C1=CC=C(N=N1)CC=1OC=C(N1)C(=O)O 2-((6-(4-fluorophenyl)pyridazin-3-yl)methyl)oxazole-4-carboxylic acid